tert-butyl (R)-4-(7-chloro-6-fluoro-1-(2-isopropyl-4-methylpyridin-3-yl)-2-oxo-1,2-dihydropyrido[2,3-d]pyrimidin-4-yl)-2-methylpiperazine-1-carboxylate ClC=1C(=CC2=C(N(C(N=C2N2C[C@H](N(CC2)C(=O)OC(C)(C)C)C)=O)C=2C(=NC=CC2C)C(C)C)N1)F